5-isobutylthiophen-2-ylsulfonyl-carbamate C(C(C)C)C1=CC=C(S1)S(=O)(=O)NC([O-])=O